P(=O)(OC1(OCC(C1O)O)C#N)(OC)OC[C@@H](CCCCCCCCCCCCCCCCCCCC)OC1=CC(=CC=C1)C#N 2-cyano-3,4-dihydroxytetrahydrofuran-2-yl methyl ((R)-2-(3-cyanophenoxy) behenyl) phosphate